N1=NN=C2C1=CC=C(C2)S(=O)(=O)N benzo[d][1,2,3]triazole-5-sulfonamide